1-(cis-3-((2-((1-ethyl-1H-pyrazol-4-yl)amino)-5-methyl-7H-pyrrolo[2,3-d]pyrimidin-4-yl)oxy)-4-fluoropiperidin-1-yl)prop-2-en-1-one C(C)N1N=CC(=C1)NC=1N=C(C2=C(N1)NC=C2C)O[C@@H]2CN(CC[C@@H]2F)C(C=C)=O